5-cyano-N-ethyl-N-(2,2,2-trifluoro-1-(p-tolyl)ethyl)pyridine-3-sulfonamide C(#N)C=1C=C(C=NC1)S(=O)(=O)N(C(C(F)(F)F)C1=CC=C(C=C1)C)CC